C1=CC=C2C(=C1)C=CC3=C2C(=O)C(=O)C4=CC=CC=C34 chrysenequinone